FC1=CC(=CC2=CN(N=C12)C)C=1C=C(C(=NC1)C=1N=NC(=CC1)N1C[C@H](NCC1)C)O 5-(7-fluoro-2-methyl-2H-indazol-5-yl)-2-{6-[(3R)-3-methylpiperazin-1-yl]pyridazin-3-yl}pyridin-3-ol